ethyl 6-[3-(6-methyl-2-pyridyl)-1H-pyrazol-4-yl]-1,5-naphthyridine-4-carboxylate CC1=CC=CC(=N1)C1=NNC=C1C=1N=C2C(=CC=NC2=CC1)C(=O)OCC